C1(CC1)COC(=O)C1=CC=NC=C1 (cyclopropylmethyl)pyridine-4-carboxylate